C(C)(C)(C)OC(=O)C1CCC2(CCC3=CC=CC=C23)CC1 2',3'-dihydrospiro[cyclohexane-1,1'-indene]-4-carboxylic acid tert-butyl ester